ClC1=NC=CC(=N1)N1C[C@@H](CCC1)C(=O)OCC ethyl (R)-1-(2-chloropyrimidin-4-yl)piperidine-3-carboxylate